9-(4-((1-(3-Fluoropropyl)azetidin-3-yl)methyl)phenyl)-8-(o-tolyl)-6,7-dihydro-5H-benzo[7]annulen FCCCN1CC(C1)CC1=CC=C(C=C1)C1=C(CCCC2=C1C=CC=C2)C2=C(C=CC=C2)C